C(C)(C)(C)OC(=O)N1CC(C(C1)OS(=O)(=O)C(F)(F)F)(F)F.OCCNC(C(=C)C)=O N-(2-hydroxyethyl)METHACRYLAMIDE tert-Butyl-3,3-difluoro-4-(trifluoromethylsulfonyloxy)pyrrolidine-1-carboxylate